C1(CC(C(CC1)C(C)C)CC(=O)[O-])C menthanylacetat